2-Mercaptoimidazole SC=1NC=CN1